6-oxo-octahydropyrrolo[1,2-a][1,5]diazocine-3-carboxylate O=C1CCN(CCC2N1CCC2)C(=O)[O-]